2,5-dimethylpyrrol-1-amine CC=1N(C(=CC1)C)N